ClC=1C=C(C(=O)O)C=CC1NC(C1=CC=C(C=C1)C#N)=O 3-Chloro-4-(4-cyanobenzamido)benzoic acid